C[C@](N)(CC1=CC=C(C=C1)O)C(=O)O |r| ALPHA-METHYL-DL-TYROSINE